N-(7-ethyl-4-(1-methyl-3-phenyl-1H-pyrazol-4-yl)pyrido[3,2-d]pyrimidin-6-yl)-3-oxabicyclo[3.1.0]hexane-1-carboxamide C(C)C1=CC=2N=CN=C(C2N=C1NC(=O)C12COCC2C1)C=1C(=NN(C1)C)C1=CC=CC=C1